di-tert-butyl 4-(3-(tert-butoxy)-3-oxopropyl)-4-(3-(2-(2-(2-(2,5-dioxo-2,5-dihydro-1H-pyrrol-1-yl)ethoxy)ethoxy)ethoxy)propanamido)heptanedioate C(C)(C)(C)OC(CCC(CCC(=O)OC(C)(C)C)(CCC(=O)OC(C)(C)C)NC(CCOCCOCCOCCN1C(C=CC1=O)=O)=O)=O